4,4''-dichloro-1,1':4',1''-terphenyl ClC1=CC=C(C=C1)C1=CC=C(C=C1)C1=CC=C(C=C1)Cl